(S)-N1-(1-(2-((1R,2S,4S)-Bicyclo[2.2.1]heptan-2-ylamino)-2-oxoethyl)-2-oxo-1,2-dihydropyridin-3-yl)-N6-methyl-2-(3-methylbenzofuran-2-carboxamido)-5-oxohexandiamid [C@@H]12[C@H](C[C@@H](CC1)C2)NC(CN2C(C(=CC=C2)NC([C@H](CCC(C(=O)NC)=O)NC(=O)C=2OC1=C(C2C)C=CC=C1)=O)=O)=O